N-{2-[(cyclopropylformamido)[4-(propan-2-yl)phenyl]methyl]phenyl}-1-methylazetidine-3-carboxamide C1(CC1)C(=O)NC(C1=C(C=CC=C1)NC(=O)C1CN(C1)C)C1=CC=C(C=C1)C(C)C